urethane compound with isocyanate [N-]=C=O.NC(=O)OCC